[Si](C)(C)(C(C)(C)C)O[C@H]1CN(CCC1)C1=C(C=CC=C1)N[C@H](C)C=1C=C(C=C2C(N(C(=NC12)N1CCOCC1)C)=O)C 8-((R)-1-((2-((R)-3-((tert-butyldimethylsilyl)oxy)piperidin-1-yl)phenyl)amino)ethyl)-3,6-dimethyl-2-morpholinoquinazolin-4(3H)-one